9H-pyrimido[4,5-b]indole-5-carboxylate N1=CN=CC2=C1NC=1C=CC=C(C21)C(=O)[O-]